N1N=NN=CC=C(C=CC=CC=CC=CC=C1)C(=O)O tetraazacycloheptadecine-7-carboxylic acid